[Na].S1N=CC2=C1C=CC=C2 1,2-benzisothiazolin, sodium salt